(2-fluorophenyl)oxazole-4-carboxylic acid FC1=C(C=CC=C1)C=1OC=C(N1)C(=O)O